1-(benzo[b]thiophen-6-yl)-5-methyl-3-(pyrrolidin-1-ylmethyl)-1H-1,2,4-triazole S1C2=C(C=C1)C=CC(=C2)N2N=C(N=C2C)CN2CCCC2